[Ba].[Ge].[F] fluorine germanium barium